C(C1=CC=CC=C1)C1=C(SC=2N3C([C@@H](OCC21)C)=NN=C3C)C#CC=3C=NN(C3)CCCC#CC3=C2CN(C(C2=CC=C3)=O)C3C(NC(CC3)=O)=O 3-(4-(5-(4-(((S)-3-benzyl-6,9-dimethyl-4H,6H-thieno[2,3-e][1,2,4]triazolo[3,4-c][1,4]oxazepin-2-yl)ethynyl)-1H-pyrazol-1-yl)pent-1-yn-1-yl)-1-oxoisoindolin-2-yl)piperidine-2,6-dione